N-(3-((5-(4-(difluoromethoxy)phenyl)-2-((1-methyl-1H-pyrazol-4-yl)amino)pyrimidin-4-yl)amino)-4-fluorophenyl)acrylamide FC(OC1=CC=C(C=C1)C=1C(=NC(=NC1)NC=1C=NN(C1)C)NC=1C=C(C=CC1F)NC(C=C)=O)F